ClC1=C(C=CC(=N1)C(=O)NC)N1CCN(CC1)CC=1C=NC=2C=C(C(NC2C1)=O)CC 6-Chloro-5-[4-[(7-ethyl-6-oxo-5H-1,5-naphthyridin-3-yl)methyl]piperazin-1-yl]-N-methyl-pyridine-2-carboxamide